C(C)CC(C(=O)OCC=1N=C2C(=NC1N1CCC3([C@@H]([C@@H](OC3)C)N)CC1)NN=C2C2=C(C(=CC=C2)Cl)F)(C)OC(=O)OCCCC {6-[(3S,4S)-4-amino-3-methyl-2-oxa-8-azaspiro[4.5]decan-8-yl]-3-(3-chloro-2-fluorophenyl)-1H-pyrazolo[3,4-b]pyrazin-5-yl}methanol ethyl-α-(n-butoxycarbonyl)oxyisobutyrate